BrC1=CC(N(C=C1)[C@H](CO[Si](C)(C)C(C)(C)C)C1=CC(=CC=C1)Cl)=O (S)-4-bromo-1-(2-((tert-butyldimethylsilyl)oxy)-1-(3-chlorophenyl)-ethyl)pyridin-2(1H)-one